C(CCCCCCCCCCCC)OC methyl tridecyl ether